6-bromo-2-naphthyl triflate O(S(=O)(=O)C(F)(F)F)C1=CC2=CC=C(C=C2C=C1)Br